FC(C(=O)O)(F)F.FC(C(=O)O)(F)F.CN1[C@H](CCC1)C=1N=C2N(C=C(N=C2)NC(C2=CC=C(C=C2)C=2C=NN(C2)CCCC2CCNCC2)=O)C1 (R)-N-(2-(1-methylpyrrolidin-2-yl)imidazo[1,2-a]pyrazin-6-yl)-4-(1-(3-(piperidin-4-yl)propyl)-1H-pyrazol-4-yl)benzamide ditrifluoroacetate